O1[C@H](C1)CNS(=O)(=O)C (S)-N-Oxiranylmethylmethanesulfonamide